S(=O)(=O)(C1=CC(=C(C(=O)[O-])C=C1)CC)C1=CC(=C(C(=O)[O-])C=C1)CC 4,4'-sulfonylbis(ethyl benzoate)